4-(1,5-dimethyltriazol-4-yl)-2-fluoro-benzoyl chloride CN1N=NC(=C1C)C1=CC(=C(C(=O)Cl)C=C1)F